O(C)CC(=O)N methoxyl-acetamide